4,7-bis(3,5-dimethylphenyl)-2-methyl-1H-indene CC=1C=C(C=C(C1)C)C1=C2C=C(CC2=C(C=C1)C1=CC(=CC(=C1)C)C)C